3-(1-(3-bromo-4-chlorophenyl)pyrrolidin-3-yl)-2-fluorobenzoic acid BrC=1C=C(C=CC1Cl)N1CC(CC1)C=1C(=C(C(=O)O)C=CC1)F